2-((1-cyclopropyl-1H-pyrazol-3-yl)methyl)-6-(furo[3,2-b]pyridin-5-ylsulfonyl)phthalazin-1(2H)-one C1(CC1)N1N=C(C=C1)CN1C(C2=CC=C(C=C2C=N1)S(=O)(=O)C1=CC=C2C(=N1)C=CO2)=O